2,5-dioxopyrrolidinamid O=C1N(C(CC1)=O)C(=O)N